(R)-(5-(4-(pyrazolo[1,5-a]pyridin-2-yl)-1,4,6,7-tetrahydro-5H-imidazo[4,5-c]pyridin-5-yl)pyrazin-2-yl)(pyrrolidin-1-yl)methanone N1=C(C=C2N1C=CC=C2)[C@@H]2N(CCC1=C2N=CN1)C=1N=CC(=NC1)C(=O)N1CCCC1